(6-(3-azidopyrrolidin-1-yl)pyridazin-3-yl)carbamic acid benzyl ester C(C1=CC=CC=C1)OC(NC=1N=NC(=CC1)N1CC(CC1)N=[N+]=[N-])=O